Cl.NCCSSCCC(=O)O 3-[(2-aminoethyl)dithio]propanoic acid HCl